Molybdenum disulphide [Mo](=S)=S